N-[4-(1-{[4-(trifluoromethyl)pyridin-3-yl]carbonyl}piperidin-4-yl)butyl]imidazo[1,2-a]pyridine-6-carboxamide FC(C1=C(C=NC=C1)C(=O)N1CCC(CC1)CCCCNC(=O)C=1C=CC=2N(C1)C=CN2)(F)F